ClC=1N=CC(=NC1)N1C(N[C@](C1=O)(C)CC)=O (5R)-3-(5-chloropyrazin-2-yl)-5-ethyl-5-methyl-imidazolidine-2,4-dione